C(C=C)N1[C@H](CC2(C[C@H]1C=1N=NN(C1)C)OC(C1=CC(=CC=C12)Cl)C#N)C (2'S,6'S)-1'-allyl-6-chloro-2'-methyl-6'-(1-methyltriazol-4-yl)spiro[1H-isobenzofuran-3,4'-piperidine]-1-carbonitrile